2-Naphthyl 2,4,6-tri-O-acetyl-3-azido-3-deoxy-1-thio-α-D-galactopyranoside C(C)(=O)O[C@H]1[C@@H](SC2=CC3=CC=CC=C3C=C2)O[C@@H]([C@@H]([C@@H]1N=[N+]=[N-])OC(C)=O)COC(C)=O